C[C@H]1CN(CC(=N1)SC)C(=O)O (S)-3-methyl-5-(methylthio)-3,6-dihydropyrazine-1(2H)-carboxylic acid